CP(=O)(C)C=1C=CC(=C2CCC(C12)=O)C1=CCCC=2C=C(C=C(C12)C#N)F 8-(7-(dimethylphosphoryl)-1-oxo-2,3-dihydro-1H-inden-4-yl)-3-fluoro-5,6-dihydronaphthalene-1-carbonitrile